tert-butyl 4-(2-cyclopropyl-6-((5-fluoro-4-(8-fluoro-4-isopropyl-3,4-dihydro-2H-benzo[b][1,4]oxazin-6-yl)pyrimidin-2-yl)amino)pyridin-3-yl)piperidine-1-carboxylate C1(CC1)C1=NC(=CC=C1C1CCN(CC1)C(=O)OC(C)(C)C)NC1=NC=C(C(=N1)C1=CC2=C(OCCN2C(C)C)C(=C1)F)F